2-(2-((4-((1R,4R)-2,5-diazabicyclo[2.2.1]heptan-2-yl)-2-ethylphenyl)amino)-5-(trifluoromethyl)pyrimidin-4-yl)-5,6,7,8-tetrahydrothieno[3,2-b]thiepine 4,4-dioxide [C@H]12N(C[C@H](NC1)C2)C2=CC(=C(C=C2)NC2=NC=C(C(=N2)C2=CC=1S(CCCCC1S2)(=O)=O)C(F)(F)F)CC